3-(5-(3,8-diazabicyclo[3.2.1]octan-3-yl)-4,7-difluoro-1-oxoisoindoline-2-yl)piperidine C12CN(CC(CC1)N2)C=2C(=C1CN(C(C1=C(C2)F)=O)C2CNCCC2)F